S(=O)(=O)(O)O.[Co](Cl)(Cl)(Cl)(Cl)Cl cobalt pentachloride sulfate